4-(trifluoromethyl)phenylpiperazine FC(C1=CC=C(C=C1)N1CCNCC1)(F)F